C(C1CO1)OC(C(=C)C)=O.C(\C=C/C(=O)O)(=O)O maleic acid Glycidyl-methacrylate